CN1C=C(C2=CC=CC=C12)CCNCC(=O)O 2-{[2-(1-methyl-1H-indol-3-yl)ethyl]amino}acetic acid